C(C)(=O)N1[C@H]([C@H](CCC1)NS(=O)(=O)C)CO[C@@H]1CC[C@@H](CC1)C1=C(C(=CC=C1)F)F N-((2R,3S)-1-acetyl-2-(((cis-4-(2,3-difluorophenyl)cyclohexyl)oxy)-methyl)piperidin-3-yl)methanesulfonamide